ClC1=C(NC2=NOC3=C2C=CC(=C3)C=O)C=CC=C1C1=CC=CC=C1 3-(2-chloro-3-phenylanilino)-6-formylbenzisoxazole